(E)-N-(8-(6-amino-5-(trifluoromethyl)pyridin-3-yl)-1-(6-(2-cyanopropan-2-yl)pyridin-3-yl)-3-methyl-1H-imidazo[4,5-c]quinolin-2(3H)-ylidene)cyanamide NC1=C(C=C(C=N1)C1=CC=2C3=C(C=NC2C=C1)N(/C(/N3C=3C=NC(=CC3)C(C)(C)C#N)=N\C#N)C)C(F)(F)F